N6-(propargyloxy)-carbonyl-L-lysine C(C#C)OC(=O)NCCCC[C@H](N)C(=O)O